COC=1C=C(C=CC1[N+](=O)[O-])B1OC(C)(C)C(C)(C)O1 3-methoxy-4-nitrobenzeneboronic acid pinacol ester